C(OCC(=C)C(=O)N1C[C@@H]([C@H](C1)OC)COC=1C2=C(N=C(N1)NC=1C=NN(C1)C)NC=C2Cl)(OC2=CC=C(C=C2)[N+](=O)[O-])=O 2-((3R,4R)-3-(((5-chloro-2-((1-methyl-1H-pyrazol-4-yl)amino)-7H-pyrrolo[2,3-d]pyrimidin-4-yl)oxy)methyl)-4-methoxypyrrolidine-1-carbonyl)allyl (4-nitrophenyl) carbonate